FC(C(C(F)(F)F)OC(=O)N1CCN(CC1)CC1=C(C=C(C=C1)C(F)(F)F)N1CCCC1)(F)F 4-(2-(pyrrolidin-1-yl)-4-(trifluoromethyl)benzyl)piperazine-1-carboxylic acid 1,1,1,3,3,3-hexafluoropropan-2-yl ester